C(=O)(OC(C)(C)C)N[C@H]1[C@@H](CCCC1)N N-Boc-(1R,2R)-1,2-cyclohexanediamine